S(CCC(=O)[O-])CCC(=O)OCCCCCCCCCCCCCCCCCC stearyl thiodipropionate